CN(CCNC1=NC=C(N=C1)C1=NC=CC=C1)C N1,N1-dimethyl-N2-(5-(pyridin-2-yl)pyrazin-2-yl)ethane-1,2-diamine